C(CCCCCCCCC)S(=O)(=O)O 1-decylsulfonic acid